[N+](=O)([O-])C=1C=CC=2C3=CC=CC=C3C3=CC=CC1C23 3-NitroFluoranthene